4-bromo-5,6-dichloro-1H-indazole BrC1=C2C=NNC2=CC(=C1Cl)Cl